BrC=1C=C2CCN(C(C2=CC1)=O)C[C@@H](CN1CC2=CC=CC=C2CC1)O 6-bromo-2-[(2R)-3-(3,4-dihydro-1H-isoquinolin-2-yl)-2-hydroxy-propyl]-3,4-dihydroisoquinolin-1-one